N-methyl-N-(hydroxyethyl)-p-toluidine CN(C1=CC=C(C=C1)C)CCO